ClC1=CC=C(C=N1)S(=O)(=O)NC=1C(=CC=C2C=NN(C12)C)OC 6-CHLORO-N-(6-METHOXY-1-METHYL-1H-INDAZOL-7-YL)PYRIDINE-3-SULFONAMIDE